N,N-Dimethyl-2-azabicyclo[2.1.1]hexane-4-carboxamide CN(C(=O)C12CNC(C1)C2)C